2-(2-(cyclopropylmethyl)-1-(3-fluoro-4-sulfamoylbenzyl)-5-(3-(2-hydroxypropan-2-yl)phenyl)-1H-pyrrol-3-yl)-5-methylthiazole-4-carboxylic acid C1(CC1)CC=1N(C(=CC1C=1SC(=C(N1)C(=O)O)C)C1=CC(=CC=C1)C(C)(C)O)CC1=CC(=C(C=C1)S(N)(=O)=O)F